Cl/C=C/C1=NSC(=N1)C(=O)NN (E)-3-(2-chlorovinyl)-1,2,4-thiadiazole-5-carbohydrazide